C(CCCCCCC\C=C/CCCCCCCC)=CC(CN(C)C)=CCCCCCCC\C=C/CCCCCCCC 1,2-dioleylidene-3-dimethylaminopropane